Diethyl 4-cyclohexyl-3,5-dimethoxybenzylphosphonate C1(CCCCC1)C1=C(C=C(CP(OCC)(OCC)=O)C=C1OC)OC